N(NC(=S)N)=CC1=CC(C=NNC(=S)N)=CC(=C1)N 5-amino-isophthalaldehyde bis-thiosemicarbazone